1H,3H,5H-OXAZOLO[3,4-C]OXAZOLE C1C=2N(CO1)COC2